C(#N)C1=C(SC(=C1)C(=C)C)S(=O)(=O)N 3-cyano-5-(prop-1-en-2-yl)thiophene-2-sulfonamide